C(C1=CC=CC=C1)OC(=O)N[C@H](C(=O)NNCC1C(N(CCC1)C(=O)OC(C)(C)C)=O)CC(C)C tertButyl 3-((2-((S)-2-(((benzyloxy)carbonyl)amino)-4-methylpentanoyl)hydrazinyl)methyl)-2-oxo-piperidine-1-carboxylate